6-ethynyl-3-(pyrrolidin-1-ylmethyl)-1H-indole C(#C)C1=CC=C2C(=CNC2=C1)CN1CCCC1